(R)-4-(2-amino-5-ethyl-3-fluorophenyl)3-butyn-2-ol NC1=C(C=C(C=C1F)CC)C#C[C@@H](C)O